1-bromo-1,4-dipropyl-1,4-disilacyclohexane Br[Si]1(CC[SiH](CC1)CCC)CCC